[N+](=O)([O-])C=1C=C(C=CC1)NC(=O)C12C(C(=NO1)C=1C=NC=CC1)C1CCC2C1 N-(3-Nitrophenyl)-3-(pyridin-3-yl)-3a,4,5,6,7,7a-hexahydro-4,7-methanobenzo[d]isoxazole-7a-carboxamide